3-(1-oxo-5-(((1S,2S)-2-(3-phenylpyrrolidin-1-yl)cyclopentyl)oxy)isoindolin-2-yl)piperidine-2,6-dione O=C1N(CC2=CC(=CC=C12)O[C@@H]1[C@H](CCC1)N1CC(CC1)C1=CC=CC=C1)C1C(NC(CC1)=O)=O